BrC1=C(C=C2C(=NC(=NC2=C1F)Cl)O)I 7-bromo-2-chloro-8-fluoro-6-iodoquinazolin-4-ol